O-(1-(5-(1-cyclopropyl-5,6-difluoro-1H-benzo[d]imidazol-2-yl)pyridazin-3-yl)-2,2,2-trifluoroethyl) S-methyl carbonodithioate C(OC(C(F)(F)F)C=1N=NC=C(C1)C1=NC2=C(N1C1CC1)C=C(C(=C2)F)F)(=S)SC